2,4,6-Trifluorobromobenzene FC1=C(C(=CC(=C1)F)F)Br